O1C(=NC2=C1C=CC=C2)NC2=C(C=CC=C2)O 2-[(1,3-Benzoxazol-2-yl)amino]phenol